C1(=CC(=CC=C1)NC([C@H](CC(=O)N)NC(CS)=O)=O)NC([C@H](CC(=O)N)NC(CS)=O)=O (2S,2'S)-N1,N1'-(1,3-phenylene)bis(2-(2-mercaptoacetamido)succinamide)